4-(((3s,4r)-1-((5-chloropyridin-2-yl)sulfonyl)-4-hydroxy-4-((S)-1-hydroxy-3-methylbutyl)pyrrolidin-3-yl)oxy)-2-fluorobenzonitrile ClC=1C=CC(=NC1)S(=O)(=O)N1C[C@@H]([C@@](C1)([C@H](CC(C)C)O)O)OC1=CC(=C(C#N)C=C1)F